COC(NC1=NC=CC(=C1)C=1C=NC(=C(C1)C(F)(F)F)OC[C@@](CC(C)C)(C)N)=O (S)-(6-((2-amino-2,4-dimethylpentyl)oxy)-5-(trifluoromethyl)-[3,4'-bipyridyl]-2'-yl)carbamic acid methyl ester